CC1=C(C=2N(N=C1N1CC=3C=C(C=NC3CC1)OC1=CC=C(C=C1)F)C=NN2)C 6-(7,8-dimethyl-[1,2,4]triazolo[4,3-b]pyridazin-6-yl)-3-(4-fluorophenoxy)-7,8-dihydro-5H-1,6-naphthyridine